C1(CCC1)OC([C@@H](NC(=O)OC(C)(C)C)C)=O (t-butoxycarbonyl)-L-alanine cyclobutyl ester